3-(ethylaminoethyl)-4-hydroxy-7-methylindole C(C)NCCC1=CNC2=C(C=CC(=C12)O)C